C(=O)([O-])OC(=O)[O-].[K+].[K+].C=CC propylene dipotassium dicarbonate